C(C)(C)(C)[C@H]1N2C(C=3N(N=C4C(=CC=CC34)O)C1)=CC(C(=C2)C(=O)OCC)=O ethyl (R)-6-(tert-butyl)-10-hydroxy-2-oxo-6,7-dihydro-2H-pyrido[2',1':3,4]pyrazino[1,2-b]indazole-3-carboxylate